P(=O)(OC(C(F)(F)F)(F)F)(OCC(F)(F)F)[O-] pentafluoroethyl (trifluoroethyl) phosphate